1-(1-adamantyl)n-butylamine C12(CC3CC(CC(C1)C3)C2)C(CCC)N